1,4,7,10-tetrazacyclododecane-1,4,7,10-tetrayltetraacetate N1(CCN(CCN(CCN(CC1)CC(=O)[O-])CC(=O)[O-])CC(=O)[O-])CC(=O)[O-]